ClC1=CN=C2C(=N1)N(N=C2)CC2CCN(CC2)C(=O)OC(C)(C)C tert-butyl 4-((6-chloro-1H-pyrazolo[3,4-b]pyrazin-1-yl)methyl)piperidine-1-carboxylate